(7R)-7-ethyl-2-((3-fluoro-2-((2S)-2-hydroxypropoxy)-5-(4-methylpiperazin-1-yl)phenyl)amino)-5-methyl-8-(pyrrolidin-3-yl)-7,8-dihydropteridin-6(5H)-one C(C)[C@@H]1C(N(C=2C=NC(=NC2N1C1CNCC1)NC1=C(C(=CC(=C1)N1CCN(CC1)C)F)OC[C@H](C)O)C)=O